Benzyl {[(3S)-1-(2,2-dimethyl-4-oxo-5-aza-3-oxa-undecan-11-yl)hexahydropyridin-3-yl]amino}carboxylate CC(C)(OC(NCCCCCCN1C[C@H](CCC1)NC(=O)OCC1=CC=CC=C1)=O)C